COC=1C=C(C=C(C1)OC)NC1=CC=C2N=CC(=NC2=C1)C=1C=CC(=NC1)N1CCN(CC1)C(=O)C1CN(C1)C(\C=C\CN(C)C)=O (E)-1-(3-(4-(5-(7-((3,5-dimethoxyphenyl)amino)-quinoxalin-2-yl)pyridin-2-yl)piperazine-1-carbonyl)azetidin-1-yl)-4-(dimethylamino)but-2-en-1-one